N1C(C=CC=C1)=O PYRIDIN-2(1H)ONE